(2S,3R)-2-amino-1,3-Octadecanediol N[C@@H](CO)[C@@H](CCCCCCCCCCCCCCC)O